(E)-4-(2-chlorophenyl)-2-[1-hydroxyethyl-2-(2-carboxybenzylidene)hydrazino]thiazole ClC1=C(C=CC=C1)C=1N=C(SC1)N(/N=C/C1=C(C=CC=C1)C(=O)O)C(C)O